N-methyl-2-(3-formylstyryl)pyridinium C[N+]1=C(C=CC=C1)C=CC1=CC(=CC=C1)C=O